methyl 1-(2-aminoethyl)-4-(6-((3-(4-fluorophenyl)-5-methylisoxazol-4-yl)methoxy)pyridazin-3-yl)piperazine-2-carboxylate NCCN1C(CN(CC1)C=1N=NC(=CC1)OCC=1C(=NOC1C)C1=CC=C(C=C1)F)C(=O)OC